N-(3-(5-(2-acetamidopyridin-4-yl)-2-(methylthio)-1H-imidazol-4-yl)phenyl)-3-phenylpropanamide C(C)(=O)NC1=NC=CC(=C1)C1=C(N=C(N1)SC)C=1C=C(C=CC1)NC(CCC1=CC=CC=C1)=O